bis(2-ethyl-1-hexyl)furan-2,5-dicarboxylic acid C(C)C(CC=1C(=C(OC1C(=O)O)C(=O)O)CC(CCCC)CC)CCCC